CC1(C2CCC1(C(=O)C2CC3C4CCC(C3=O)(C4(C)C)C)C)C dicamphorylmethane